IC[C@@H]1N(CCC1)C(=O)OC(C)(C)C tert-butyl (2R)-2-(iodomethyl)pyrrolidine-1-carboxylate